COC1=C(C=CC=C1)C1=NOC(=N1)C1=CC2=C(N(N=N2)C2CCOCC2)C=C1 5-[3-(2-methoxy-phenyl)-1,2,4-oxadiazol-5-yl]-1-(oxan-4-yl)-1H-1,2,3-benzotriazole